1-(trans-4-cyanotetrahydro-2H-pyran-3-yl)-3-[(1-hydroxy-3,3-dimethyl-2,1-benzoxaborole-6-yl)amino]pyrazole-4-carboxamide C(#N)[C@H]1[C@@H](COCC1)N1N=C(C(=C1)C(=O)N)NC1=CC2=C(C(OB2O)(C)C)C=C1